3-Hydroxy-2(1H)-pyridone OC=1C(NC=CC1)=O